4,4,4-trihydroxytriphenylmethane C1=CC(=CC=C1C(C2=CC=C(C=C2)O)C3=CC=C(C=C3)O)O